(R)-2-(7-(3-(3,4-difluorophenyl)ureido)dibenzo[b,d]furan-2-sulfonamido)-3-methyl-butanoic acid FC=1C=C(C=CC1F)NC(NC1=CC2=C(C3=C(O2)C=CC(=C3)S(=O)(=O)N[C@@H](C(=O)O)C(C)C)C=C1)=O